(2S,3S,4R)-1-(α-D-galactopyranosyloxy)-2-(hexadecanylureido)-3,4-octadecanediol [C@H]1([C@H](O)[C@@H](O)[C@@H](O)[C@H](O1)CO)OC[C@@H]([C@@H]([C@@H](CCCCCCCCCCCCCC)O)O)NC(=O)NCCCCCCCCCCCCCCCC